ClC1=NC=C2C(=N1)N(N=C2)CCS(=O)(=O)C 6-chloro-1-(2-(methylsulfonyl)ethyl)-1H-pyrazolo[3,4-d]pyrimidine